3-(2-aminoethyl-amino)-propyl-trimethoxysilane NCCNCCC[Si](OC)(OC)OC